3-isopropyl-2-(phenylimino)-5-[4-(dimethylamino)benzylidene]-thiazolidine-4-one C(C)(C)N1C(SC(C1=O)=CC1=CC=C(C=C1)N(C)C)=NC1=CC=CC=C1